2-(trifluoromethyl)-3-ethoxydecafluorohexane FC(C(C(F)(F)F)(C(C(C(CF)(F)F)(F)F)(OCC)F)F)(F)F